5,6-difluoroquinolin-8-ol FC1=C2C=CC=NC2=C(C=C1F)O